C(O)(=O)OCC[N+](C)(C)C.NC1CCC(CC1)CC1=CC=C(N)C=C1 4-((4-Aminocyclohexyl)methyl)aniline choline hydrogencarbonate